CC=1C(N(N=CC1)C=1C=NC(=CC1)N[C@@H]1C[C@H](CC1)NC1=NOC(=N1)C)=O 4-methyl-2-(6-(((1S,3S)-3-((5-methyl-1,2,4-oxadiazol-3-yl)amino)cyclopentyl)amino)pyridin-3-yl)pyridazin-3(2H)-one